[1,2-bis(diphenylphosphino)ethane] nickel dichloride [Ni](Cl)Cl.C1(=CC=CC=C1)P(CCP(C1=CC=CC=C1)C1=CC=CC=C1)C1=CC=CC=C1